NCCCC1CCCCC1N 3,6-diamino-propyl-cyclohexane